6-chloro-N-(3-chloro-4-(oxazol-5-yl)phenyl)chromane-3-carboxamide ClC=1C=C2CC(COC2=CC1)C(=O)NC1=CC(=C(C=C1)C1=CN=CO1)Cl